11,15,19-Trimethylheptatriacontane CC(CCCCCCCCCC)CCCC(CCCC(CCCCCCCCCCCCCCCCCC)C)C